[C@H]12CN(C[C@H](CC1)N2)C2=NC(=NC1=C(C(=CC=C21)C=2C=C(C=C1CCC(C21)OC)O)F)OC[C@]21CCCN1C[C@@H](C2)F 7-(4-((1R,5S)-3,8-diazabicyclo[3.2.1]octan-3-yl)-8-fluoro-2-(((2R,7aS)-2-fluorotetrahydro-1H-pyrrolizin-7a(5H)-yl)methoxy)quinazolin-7-yl)-1-methoxy-2,3-dihydro-1H-inden-5-ol